3-fluoro-4-(4-(3-(7-fluoro-5-methyl-1-oxo-1,2-dihydroisoquinolin-3-yl)propanoyl)piperazin-1-yl)benzonitrile FC=1C=C(C#N)C=CC1N1CCN(CC1)C(CCC=1NC(C2=CC(=CC(=C2C1)C)F)=O)=O